ClC=1C=C(C=CC1OC)NC(=O)N1CCC(CC1)N1C(NC2=C1C=CC(=C2)OC)=O N-(3-chloro-4-methoxyphenyl)-4-(5-methoxy-2-oxo-2,3-dihydro-1H-1,3-benzodiazol-1-yl)piperidine-1-carboxamide